C(C)(=O)OC1=C(C(=NN1C1=CC=CC=C1)C)C(C1=CC=CC=C1)C=1OC2=C(C1NC1=C(C=C(C=C1C)C)C)C=CC=C2 (-)-4-((3-(Mesitylamino)benzofuran-2-yl)(phenyl)methyl)-3-methyl-1-phenyl-1H-pyrazol-5-yl acetate